6-[4-(tert-butoxycarbonylamino-methyl)-phenylcarbamoyl]-nicotinic acid methyl ester COC(C1=CN=C(C=C1)C(NC1=CC=C(C=C1)CNC(=O)OC(C)(C)C)=O)=O